(2S,4R)-1-(2-(3-acetyl-5-(2-methylpyrimidin-5-yl)-1H-indazol-1-yl)acetyl)-4-fluoro-N-((1-(2,2,2-trifluoroethyl)pyrrolidin-3-yl)methyl)pyrrolidine-2-carboxamide C(C)(=O)C1=NN(C2=CC=C(C=C12)C=1C=NC(=NC1)C)CC(=O)N1[C@@H](C[C@H](C1)F)C(=O)NCC1CN(CC1)CC(F)(F)F